C(CCCCCCC\C=C/C\C=C/C\C=C/CC)(=O)N[C@@H](CCCCN)C(=O)O N-α-linolenoyl-lysine